C1(=CC=CC=C1)CC(=O)O.C(C)(=O)O Acetic acid Phenylacetate